2-(3-(6-(trifluoromethyl)nicotinamido)propanamido)benzo[d]thiazole-6-carboxylic acid FC(C1=NC=C(C(=O)NCCC(=O)NC=2SC3=C(N2)C=CC(=C3)C(=O)O)C=C1)(F)F